NC[C@]1([C@H]([C@@H](N[C@H]1CC(C)(C)C)C(=O)NC=1C=C(C(=O)O)C=CC1)C1=C(C=CC=C1)Cl)C1=C(C=CC(=C1)Cl)F 3-((2R,3S,4S,5S)-4-(aminomethyl)-4-(5-chloro-2-fluorophenyl)-3-(2-chlorophenyl)-5-neopentylpyrrolidine-2-carboxamido)benzoic acid